S1N=CN=C1C1=C(C=CC=C1)S(=O)(=O)N (1,2,4-thiadiazol-5-yl)benzenesulfonamide